CN1C(CCC1=O)C(=O)NC1=CC(=CC=2OCOC21)OC2=CC(=CC=C2)C(F)(F)F 1-Methyl-5-oxo-N-(6-(3-(trifluoromethyl)phenoxy)benzo[d][1,3]dioxol-4-yl)-pyrrolidine-2-carboxamide